(S)-2-(3-((6-(cyclopropylamino)pyrimidin-4-yl)oxy)pyrrolidin-1-yl)-N-(3-(2-((1,5-dimethyl-1H-pyrazol-3-yl)amino)-5-methylpyrimidin-4-yl)-1H-indol-7-yl)acetamide C1(CC1)NC1=CC(=NC=N1)O[C@@H]1CN(CC1)CC(=O)NC=1C=CC=C2C(=CNC12)C1=NC(=NC=C1C)NC1=NN(C(=C1)C)C